S1C(=CC2=C1C=CC=C2)C2=CC=CC1=CC=CC=C21 benzothiophenylnaphthalene